CC1=CC=CC(=N1)C1=NC=2N(C(=C1)NC1=C3C(=NC=C1)NC=C3)N=CC2 4-((5-(6-methylpyridin-2-yl)pyrazolo[1,5-a]pyrimidin-7-yl)amino)-1H-pyrrolo[2,3-b]pyridin